FC1([C@@H]([C@@H](N(C1)C(=O)C1OCC1)CC=1C(=C(C=CC1)C1=CC=CC=C1)F)NS(=O)(=O)C1CC1)F N-[(2S,3R)-4,4-difluoro-2-[(2-fluoro[1,1'-biphenyl]-3-yl)methyl]-1-(oxetane-2-carbonyl)pyrrolidin-3-yl]cyclopropane-sulfonamide